1-(6-(indolin-1-ylmethyl)spiro[3.3]hept-2-yl)-3-(4-methoxybenzyl)urea N1(CCC2=CC=CC=C12)CC1CC2(CC(C2)NC(=O)NCC2=CC=C(C=C2)OC)C1